C(CCC)C12NC(CC2C1)C(NC1=NC(=C(C=C1C)F)Br)=O butyl-3-((6-bromo-5-fluoro-3-methylpyridin-2-yl)carbamoyl)-2-azabicyclo[3.1.0]hexane